OC1=CC=C(OC2CCN(CC2)C(=O)OC(C)(C)C)C=C1 tert-Butyl 4-(4-hydroxyphenoxy)piperidine-1-carboxylate